4-(8-((2-cyclopropyl-5-ethoxy-4'-fluoro-[1,1'-biphenyl]-4-yl)methyl)-2-oxo-1-oxa-3,8-diazaspiro[4.5]decan-3-yl)benzaldehyde C1(CC1)C1=C(C=C(C(=C1)CN1CCC2(CN(C(O2)=O)C2=CC=C(C=O)C=C2)CC1)OCC)C1=CC=C(C=C1)F